methyl-N'-{2-chloro-4-(trifluoromethyl)phenyl}-N-[1-{1-(pyrimidin-2-yl)-1H-1,2,4-triazol-5-yl} Ethyl]carbamimidothioate CSC(NC(C)C1=NC=NN1C1=NC=CC=N1)=NC1=C(C=C(C=C1)C(F)(F)F)Cl